CN(C)C=NC1SSC(N1)=S 3-((N,N-dimethyl-aminomethylidene)amino)-3H-1,2,4-dithiazole-5-thione